lauric acid decyl ester C(CCCCCCCCC)OC(CCCCCCCCCCC)=O